BrC=1SC2=C(N1)C=CC(=C2)C=2C=NC=CC2 2-Bromo-6-(pyridin-3-yl)benzo[d]thiazole